perchloric acid, perchloric acid salt Cl(=O)(=O)(=O)O.Cl(=O)(=O)(=O)O